5-hydroxy-8-undecenoic acid OC(CCCC(=O)O)CCC=CCC